2,4,6-trimethyl-2,3-dihydro-1H-inden CC1CC2=CC(=CC(=C2C1)C)C